C(C)(C)(C)OC(=O)NC(CN1C=C(C=C1Cl)C(=O)OC)C methyl 1-(2-((tert-butoxycarbonyl) amino) propyl)-5-chloro-1H-pyrrole-3-carboxylate